2-ethyl-3-propyl-1,4-cyclohexanedicarboxylic acid C(C)C1C(CCC(C1CCC)C(=O)O)C(=O)O